ClC=1C=CC=C2C=CC=C(C12)N1CC=2N=C(N=C(C2CC1)N(CCNC(/C=C/C(=O)OC)=O)CC)OC[C@H]1N(CCC1)C methyl (S,E)-4-((2-((7-(8-chloronaphthalen-1-yl)-2-((1-methylpyrrolidin-2-yl)methoxy)-5,6,7,8-tetrahydropyrido[3,4-d]pyrimidin-4-yl)(ethyl)amino)ethyl)amino)-4-oxobut-2-enoate